C(CCCC)=O n-Pentanaldehyd